1-(5,6-Dimethoxy-1H-indol-1-yl)-2,2-dimethylpropan-1-one COC=1C=C2C=CN(C2=CC1OC)C(C(C)(C)C)=O